FC=1C=C(C=C(C1)F)CC(=O)NC=1C(=NC(=CC1)NCC(C)C)N1CCCC1 2-(3,5-Difluoro-phenyl)-N-(6-isobutylamino-2-pyrrolidin-1-yl-pyridin-3-yl)-acetamide